(9Z,12Z)-3-((4,4-bis(octyloxy)butanoyl)oxy)-2-(((((1-methylpyrrolidin-3-yl)oxy)carbonyl)oxy)methyl)propyloctadeca-9,12-dienoate C(CCCCCCC)OC(CCC(=O)OCC(COC(CCCCCCC\C=C/C\C=C/CCCCC)=O)COC(=O)OC1CN(CC1)C)OCCCCCCCC